C1(CC1)CNC(C1=CN=C(C=C1)F)=O N-(cyclopropylmethyl)-6-fluoronicotinamide